trans-5-methyl-3-(methylvinyl)cyclohexene C[C@H]1C[C@@H](C=CC1)C=CC